C(CCCCCCCCCCCCCCCCC)NCCCCCCCCCCCCCCCCCC di(stearyl)amine